OC1=C2N(C(=NC1=O)C1N(CCC1)C(=O)OCC1=CC=CC=C1)CCN(C2=O)CCS(=O)(=O)C benzyl 2-(9-hydroxy-2-(2-(methylsulfonyl)ethyl)-1,8-dioxo-1,3,4,8-tetrahydro-2H-pyrazino[1,2-c]pyrimidin-6-yl)pyrrolidine-1-carboxylate